NC([C@H](C[C@@H]1C(NC=2N(C1)N=CC2)=O)NC(OC(C)(C)C)=O)=O tert-butyl ((S)-1-amino-1-oxo-3-((S)-5-oxo-4,5,6,7-tetrahydropyrazolo[1,5-a]pyrimidin-6-yl)propan-2-yl)carbamate